4-((2-(azetidin-1-ylmethyl)-4,5-difluorobenzyl)amino)-5-chloro-2-fluoro-N-(thiazol-4-yl)benzenesulfonamide N1(CCC1)CC1=C(CNC2=CC(=C(C=C2Cl)S(=O)(=O)NC=2N=CSC2)F)C=C(C(=C1)F)F